C(C)C1=CC=C(C=C1)NS(=O)(=O)C=1C=C2CC(N(C2=CC1)C(CC)=O)C N-(4-Ethylphenyl)-2,3-dihydro-2-methyl-1-(1-oxopropyl)-1H-indole-5-sulfonamide